CN(CCCCCCN(C(CCC)=O)CCCCCCCCO)CCCCCCN(C(CCC)=O)CCCCCCCCO N,N'-((methylazanediyl)bis(hexane-6,1-diyl))bis(N-(8-hydroxyoctyl)butyramide)